chloro-4-hydroxy-4'-methyl-[1,1'-biphenyl]-3-carboxylate ClC1=C(C=CC(=C1C(=O)[O-])O)C1=CC=C(C=C1)C